ClC1=CC(=C(C=C1)I)C(F)(F)F 4-chloro-1-iodo-2-(trifluoromethyl)benzene